N-(6-chloropyridin-3-yl)-6-((1-(difluoromethyl)-1H-pyrazol-4-yl)methoxy)isoquinolin-1-amine ClC1=CC=C(C=N1)NC1=NC=CC2=CC(=CC=C12)OCC=1C=NN(C1)C(F)F